2-(naphthalen-2-ylmethyl) ethylene oxide C1=C(C=CC2=CC=CC=C12)CC1CO1